tert-Butyl 7-[8-(tert-butoxycarbonylamino)-7-fluoro-3-[(3-fluorocyclobutyl)carbamoylamino]-6-isoquinolyl]-8-methyl-3,4-dihydro-2H-1,5-naphthyridine-1-carboxylate C(C)(C)(C)OC(=O)NC=1C(=C(C=C2C=C(N=CC12)NC(NC1CC(C1)F)=O)C1=CN=C2CCCN(C2=C1C)C(=O)OC(C)(C)C)F